methyl (10-methylanthracene-2-carbonyl)glycinate CC1=C2C=CC(=CC2=CC2=CC=CC=C12)C(=O)NCC(=O)OC